Chloroacetyl-eugenol ClCC(=O)C1=C(C(=CC(=C1)CC=C)OC)O